5-(3-(3-(4-methylphenyl)ureido)phenyl)-1H-thiophene CC1=CC=C(C=C1)NC(NC=1C=C(C=CC1)C1=CC=CS1)=O